dichloroacetic acid, bromide ClC(C(=O)Br)Cl